C(#N)C1=NC2=CC(=CC(=C2N=C1N1CC(OC(C1)C)C1CC1)[C@@H](C)NC1=C(C(=O)O)C=CC=C1)C 2-(((1R)-1-(2-cyano-3-(2-cycloprop-yl-6-methylmorpholino)-7-methyl-quinoxalin-5-yl)ethyl)amino)benzoic acid